1-(4-(7-(6-amino-4-methyl-3-(trifluoromethyl)pyridin-2-yl)-6-chloro-2-((1-methylpyrrolidin-2-yl)methoxy)quinazolin-4-yl)-3-methylpiperazin-1-yl)prop-2-en-1-one NC1=CC(=C(C(=N1)C1=C(C=C2C(=NC(=NC2=C1)OCC1N(CCC1)C)N1C(CN(CC1)C(C=C)=O)C)Cl)C(F)(F)F)C